N6-(cis-hydroxyisopentenyl)-adenosine OC(CC(=C)C)NC=1C=2N=CN([C@H]3[C@H](O)[C@H](O)[C@@H](CO)O3)C2N=CN1